OC1CCCC=2C3=C(C(NC12)=O)SC(=C3)C=3C=NNC3 6-hydroxy-2-(1H-pyrazol-4-yl)-6,7,8,9-tetrahydrothieno[2,3-c]Quinolin-4(5H)-one